COC(=O)C=1C=C(C2=C(CCO2)C1)[N+](=O)[O-] 7-nitro-2,3-dihydrobenzofuran-5-carboxylic acid methyl ester